methyl-4-(4-cyano-4-phenylcyclohexyl)-1,4-diazepan CN1CCN(CCC1)C1CCC(CC1)(C1=CC=CC=C1)C#N